1-(heptadecan-9-yl) 13-nonyl 7-((2-oxaspiro[3.3]heptan-6-yl)amino)tridecanedioate C1OCC12CC(C2)NC(CCCCCC(=O)OC(CCCCCCCC)CCCCCCCC)CCCCCC(=O)OCCCCCCCCC